5-(2-hydroxyethoxy)pyridine-4-carboxamide OCCOC=1C(=CC=NC1)C(=O)N